Titanium Nitrate [N+](=O)([O-])[O-].[Ti+4].[N+](=O)([O-])[O-].[N+](=O)([O-])[O-].[N+](=O)([O-])[O-]